2-Methyl-5-(2-(methylamino)ethoxy)-N-(1-(7-vinylquinolin-5-yl)cyclopropyl)benzamide CC1=C(C(=O)NC2(CC2)C2=C3C=CC=NC3=CC(=C2)C=C)C=C(C=C1)OCCNC